(S)-6-isopropyl-N-((S)-1-(5-(2-methoxyquinolin-3-yl)-1H-imidazol-2-yl)-7-oxononyl)-6-azaspiro[2.5]octane-1-carboxamide C(C)(C)N1CCC2(C[C@@H]2C(=O)N[C@@H](CCCCCC(CC)=O)C=2NC(=CN2)C=2C(=NC3=CC=CC=C3C2)OC)CC1